6-(difluoromethyl)oxazolo[4,5-c]pyridine FC(C1=CC2=C(C=N1)N=CO2)F